3,5-dimethylbenzene chloroformate ClC(=O)O.CC=1C=CC=C(C1)C